cyclopropoxyazetidin C1(CC1)ON1CCC1